(S) and (R)-1,2-dimethylpiperazine CN1[C@H](CNCC1)C |r|